C(CCCCCCCC(=O)OCC(COC(NCCN(CC)CC)=O)COC(CCCCCC(=O)OC(CCCCCCCC)CCCCCCCC)=O)(=O)OCCCCCCCCCC 1-decyl 9-(3-(((2-(diethylamino)ethyl)carbamoyl)oxy)-2-(((7-(heptadecan-9-yloxy)-7-oxoheptanoyl)oxy)methyl)propyl) nonanedioate